ClC1=CC=C(C=C1)C=1C(=NC=CC1)CO (S)-(4-chlorophenyl)pyridine-2-methanol